ClC=1C=C(C=NC1OC)C1=CC(N(N=C1)CC1=C(N=NN1C)C1=NC=C(C=N1)C(F)(F)F)=O 5-(5-chloro-6-methoxypyridin-3-yl)-2-((1-methyl-4-(5-(trifluoromethyl)pyrimidin-2-yl)-1H-1,2,3-triazol-5-yl)methyl)pyridazin-3(2H)-one